C(C1=CC=CC=C1)OC=1C=CC=C2C=C(N(C12)CC1CC1)C=O 7-benzyloxy-1-(cyclopropylmethyl)indole-2-carbaldehyde